Triiodsilan I[SiH2][IH][SiH2]I